FC(OCCN)F 2-(difluoro-methoxy)ethanamine